C(C)(C)(C)C1=CC=C2C=3C=CC=CC3N(C2=C1)C1=NC=CC(=C1)C1=C(C=C(C=C1C([2H])([2H])[2H])C(C)(C)C)C([2H])([2H])[2H] 7-(tert-butyl)-9-(4-(4-(tert-butyl)-2,6-bis(methyl-d3)phenyl)pyridin-2-yl)-9H-carbazole